COC1=C(C=C2C(=CC=NC2=C1)OC1=CC=C(N)C=C1)C=1OC(=CC1)C 4-((7-methoxy-6-(5-methylfuran-2-yl)quinolin-4-yl)oxy)aniline